C(#N)CC=1C=[N+](C=CC1)[O-] 3-(cyanomethyl)pyridine 1-oxide